(3-((R)-1-(((S)-tert-butylsulfinyl)amino)ethyl)-5-(trifluoromethyl)phenyl)carbamic acid tert-butyl ester C(C)(C)(C)OC(NC1=CC(=CC(=C1)C(F)(F)F)[C@@H](C)N[S@@](=O)C(C)(C)C)=O